N-{4-[7-(6-chloro-3-fluoropyridin-2-yl)-1H,2H,3H-pyrido[3,4-b][1,4]oxazin-1-yl]pyridin-2-yl}-3-(4-methylpiperazin-1-yl)propanamide ClC1=CC=C(C(=N1)C1=CC2=C(OCCN2C2=CC(=NC=C2)NC(CCN2CCN(CC2)C)=O)C=N1)F